C(C)(C)(C)C1=CNC=C1C(C)(C)C 3,4-di-t-butylpyrrole